1-(4-chloro-2-cyclopropyl-5-methoxy-phenyl)-3-[(1S)-1-(2-pyrimidin-2-yl-1,2,4-triazol-3-yl)ethyl]urea ClC1=CC(=C(C=C1OC)NC(=O)N[C@@H](C)C=1N(N=CN1)C1=NC=CC=N1)C1CC1